CC=1C=C2CCC(CC2=CC1)C(=O)OC methyl 6-methyl-1,2,3,4-tetrahydronaphthalene-2-carboxylate